4-(5-[[5-cyclopropyl-3-(2,6-dichlorophenyl)-1,2-oxazol-4-yl]]-3-ethyl-2-azabicyclo[2.2.1]heptan-2-yl)benzoic acid C1(CC1)C1=C(C(=NO1)C1=C(C=CC=C1Cl)Cl)C1C2C(N(C(C1)C2)C2=CC=C(C(=O)O)C=C2)CC